6-bromo-5-fluoro-1-[(4-methoxyphenyl)methyl]indazole BrC1=C(C=C2C=NN(C2=C1)CC1=CC=C(C=C1)OC)F